trans-tert-butyl 5-(2,6-dichloropyridin-4-yl)-2-methylpiperazine-1-carboxylate ClC1=NC(=CC(=C1)[C@H]1NC[C@@H](N(C1)C(=O)OC(C)(C)C)C)Cl